OC(C(C)C)C1=CC(=NC=C1)C(=O)O 4-(1-hydroxy-2-methylpropyl)picolinic acid